1-((R)-pyrrolidin-3-yl)-1H-pyrazol N1C[C@@H](CC1)N1N=CC=C1